OC1[C@H]2CN([C@@H](C1)C2)C(=O)OC(C)(C)C tert-butyl (1R,4R)-5-hydroxy-2-azabicyclo[2.2.1]heptane-2-carboxylate